(S)-1-(2-chloropyrimidin-4-yl)-5-phenylimidazolidin-2-one ClC1=NC=CC(=N1)N1C(NC[C@@H]1C1=CC=CC=C1)=O